indium (2,4-pentanedione) CC(CC(C)=O)=O.[In]